2-amino-4-(4-ethoxy-1-((5-methoxy-7-methyl-1H-indol-4-yl)methyl)piperidin-2-yl)benzoic acid NC1=C(C(=O)O)C=CC(=C1)C1N(CCC(C1)OCC)CC1=C2C=CNC2=C(C=C1OC)C